dimethyl-N,N'-dinitroso-phthalamide CC=1C(=C(C(C(=O)NN=O)=CC1)C(=O)NN=O)C